CN1N=C2C(=CC(=CC2=C1)C1=CC(=C(CN2CC3=NC=CC=C3C2=O)C(=C1)F)F)C 6-(4-(2,7-dimethyl-2H-indazol-5-yl)-2,6-difluorobenzyl)-6,7-dihydro-5H-pyrrolo[3,4-b]pyridin-5-one